Cl.NCC1=NNC(C2=CC=C(C=C12)C=1C=NN(C1N1C(C2(C3=CC=CC(=C13)Cl)CC2)=O)C)=O 1'-(4-(4-(aminomethyl)-1-oxo-1,2-dihydro-phthalazin-6-yl)-1-methyl-1H-pyrazol-5-yl)-7'-chlorospiro[cyclopropane-1,3'-indolin]-2'-one hydrochloride